NC1=C(C(=O)NC2CC2)C=C(C=N1)C1=C(C=C(C=C1)NC([C@H](O)C1=CC(=CC(=C1)F)F)=O)CC (R)-2-amino-N-cyclopropyl-5-(4-(2-(3,5-difluorophenyl)-2-hydroxyacetamido)-2-ethylphenyl)nicotinamide